2-(2-methoxy-3-nitrophenyl)ethan-1-amine COC1=C(C=CC=C1[N+](=O)[O-])CCN